tert-butyl N-hydroxy-N-[(1S)-3-hydroxy-1-(6-methylpyrazin-2-yl)propyl]carbamate ON(C(OC(C)(C)C)=O)[C@@H](CCO)C1=NC(=CN=C1)C